(9-(4-amino-7-methyl-5-(6-(methylamino)pyridin-3-yl)-7H-pyrrolo[2,3-d]pyrimidin-6-yl)-3-azaspiro[5.5]undec-8-en-3-yl)prop-2-en-1-one NC=1C2=C(N=CN1)N(C(=C2C=2C=NC(=CC2)NC)C2=CCC1(CCN(CC1)C(C=C)=O)CC2)C